NCC(=O)NCCNC(=O)C1=C(C(=C(S1)C(C(CC)C1=CC=C(C=C1)F)=O)C(=O)OC)C Methyl 5-((2-(2-aminoacetylamino) ethyl) carbamoyl)-2-(2-(4-fluorophenyl) butyryl)-4-methylthiophene-3-carboxylate